CC1(C(CC2=CC=CC=C12)NC1=CC=C(C=C1)[C@@H](C(F)(F)F)N(C(=O)N1CCC(CC1)(C)O)C)C N-((1S)-1-(4-((1,1-dimethyl-2,3-dihydro-1H-inden-2-yl)amino)phenyl)-2,2,2-trifluoroethyl)-4-hydroxy-N,4-dimethylpiperidine-1-carboxamide